COC1=CC=C(C=C1)[C@@H](C)N(CC=C(C1=CC=CC=C1)C1=CC=CC=C1)CCN1CCOCC1 (R)-N-(1-(4-methoxyphenyl)ethyl)-N-(2-morpholinoethyl)-3,3-diphenylprop-2-en-1-amine